C(C=C)C1=CC(=C(C=C1)OC=C(C1=CC=CC=C1)OC)OC 4-allyl-2-methoxy-1-((2-methoxy-2-phenylvinyl)oxy)benzene